(E)-N-(3,4-dichlorophenyl)-N'-((4-(trifluoromethyl)benzoyl)oxy)benzimidamide ClC=1C=C(C=CC1Cl)N\C(\C1=CC=CC=C1)=N\OC(C1=CC=C(C=C1)C(F)(F)F)=O